3-(3-Cyclohexylpropionyl)-4-hydroxy-6-methyl-2H-pyran-2-one C1(CCCCC1)CCC(=O)C=1C(OC(=CC1O)C)=O